[3-[(E)-2-[(2S,3S,4E,6R,7S,10R)-10-hydroxy-3,7-dimethyl-6-(4-methylpiperazine-1-carbonyl)oxy-12-oxo-1-oxacyclododec-4-en-2-yl]prop-1-enyl]phenyl]methyl morpholine-4-carboxylate N1(CCOCC1)C(=O)OCC1=CC(=CC=C1)\C=C(/C)\[C@H]1OC(C[C@@H](CC[C@@H]([C@H](/C=C/[C@@H]1C)OC(=O)N1CCN(CC1)C)C)O)=O